C(C)[C@@H]1C[C@H]2C(C(N1CC2)C(=O)OCC)=O ethyl (1R,4S,6R)-6-ethyl-3-oxoquinuclidine-2-carboxylate